C(C)(=O)N[C@@H]1C[C@H](N(C1)C1=NC(=CC(=C1)C(F)(F)F)C(F)(F)F)C(=O)N(C)C1=CC=C(C=C1)F (2S,4R)-4-acetamido-1-(4,6-bis(trifluoromethyl)pyridin-2-yl)-N-(4-fluorophenyl)-N-methyl-pyrrolidine-2-carboxamide